Methyl (S)-4-(1-(1-(3-(dimethylamino)benzyl)-6-(trifluoromethyl)-2,3-dihydro-1H-imidazo[1,2-b]pyrazole-7-carboxamido)ethyl)benzoate CN(C=1C=C(CN2CCN3N=C(C(=C32)C(=O)N[C@@H](C)C3=CC=C(C(=O)OC)C=C3)C(F)(F)F)C=CC1)C